O1C(OCCC1)CCC1=NC(=NC(=C1)N1CCN(CC1)S(=O)(=O)OC)C1=CC=C(C#N)C=C1 4-(4-(2-(1,3-dioxan-2-yl)ethyl)-6-(4-(methylsulfo)piperazin-1-yl)pyrimidin-2-yl)Benzonitrile